C(C)(=O)C1=NN(C2=C(C=C(C=C12)C=1C=NC(=NC1)C)C)CC(=O)N1[C@@H]2C[C@@]2(C[C@H]1C(=O)N[C@@H](CC1=CC=CC=C1)C(=O)O)C ((1R,3S,5R)-2-(2-(3-acetyl-7-methyl-5-(2-methylpyrimidin-5-yl)-1H-indazol-1-yl)acetyl)-5-methyl-2-azabicyclo[3.1.0]hexane-3-carbonyl)-L-phenylalanine